C(C)(C)(C)OC(=O)N1CCC(=CC1)C1=CC2=NC(=C3C(=C2S1)NC(=N3)CCCC)NC(C)(C)C 4-(2-butyl-4-(tert-butylamino)-1H-imidazo[4,5-d]thieno[3,2-b]pyridin-7-yl)-3,6-dihydropyridine-1(2H)-carboxylic acid tert-butyl ester